CC1=CC=C2C(=C(N(C2=C1)S(=O)(=O)CC1=CC=CC=C1)C1=CC=C(C=C1)C)SC 6-methyl-3-(methylthio)-2-(p-tolyl)-1-toluenesulfonyl-1H-indole